C(#C)C1CC(N(CC1)C(=O)OC(C)(C)C)C(C)C tert-butyl 4-ethynyl-2-isopropylpiperidine-1-carboxylate